2-(2-chloro-4-fluorophenyl)-2H-1,2,3-triazole-4-carboxylic acid Ethyl-2-(2-chloro-4-fluorophenyl)-2H-1,2,3-triazole-4-carboxylate C(C)OC(=O)C1=NN(N=C1)C1=C(C=C(C=C1)F)Cl.ClC1=C(C=CC(=C1)F)N1N=CC(=N1)C(=O)O